5beta-Gonane C1C[C@H]2CC[C@H]3[C@@H](CC[C@@H]4CCCC[C@H]34)[C@@H]2C1